tert-Butyl (4-(6-((4-Methoxy-2-methylphenyl)amino)-3-methyl-2-oxo-2,3-dihydro-1H-imidazo[4,5-c]pyridin-1-yl)cyclohexyl)carbamate COC1=CC(=C(C=C1)NC1=CC2=C(C=N1)N(C(N2C2CCC(CC2)NC(OC(C)(C)C)=O)=O)C)C